S(=O)(=O)(O)C1=C(C=CC(=C1)Cl)Cl 2-sulfo-1,4-dichlorobenzene